2-((4-(5-(pyrrolidin-1-yl)pyridin-3-yl)-1H-1,2,3-triazol-1-yl)methyl)imidazole N1(CCCC1)C=1C=C(C=NC1)C=1N=NN(C1)CC=1NC=CN1